O=C1N(CC2=NC(=CC=C21)N2CCN(CC2)C2CC(C2)OC2CCNCC2)C2C(NC(CC2)=O)=O 3-(5-oxo-2-(4-((1r,3r)-3-(piperidin-4-yloxy)cyclobutyl)piperazin-1-yl)-5H-pyrrolo[3,4-b]pyridin-6(7H)-yl)piperidine-2,6-dione